C(C)(C)(C)OC(=O)N1C[C@H](NCC1)CS.[Cl-].C(CCCC)[N+]1=CC=C(C=C1)CCCC 1-Pentyl-4-butylpyridinium chlorid t-butyl-(S)-3-(sulfydrylmethyl)piperazin-1-carboxylate